NC1=C(C(=C(C=C1)C=1C(=C2C(=NC1)NCC21CC(CC1)C(=O)NC)Cl)F)C(N(C)C)=O 5'-(4-Amino-3-(dimethylcarbamoyl)-2-fluorophenyl)-4'-chloro-N-methyl-1',2'-dihydrospiro[cyclopentane-1,3'-pyrrolo[2,3-b]pyridine]-3-carboxamide